FC(OC1=C2C=C(NC2=CC=C1)C(=O)OC)(F)F methyl 4-(trifluoromethoxy)-1H-indole-2-carboxylate